(S)-2-(3-Fluoro-6-methylsulfonylpyridine-2-yl)-1-[2-(6-trifluoromethylbenzo[d]isoxazol-3-yl)phenyl]ethan-1-amine hydrochloride Cl.FC=1C(=NC(=CC1)S(=O)(=O)C)C[C@H](N)C1=C(C=CC=C1)C1=NOC2=C1C=CC(=C2)C(F)(F)F